CN(C1=CC(=CC=C1)N1CCC(CC1)=O)C1C(NC(CC1)=O)=O 3-[N-methyl-3-(4-oxo-1-piperidyl)anilino]piperidine-2,6-dione